ClC1=CC=C(OC2=CC=C(C(=O)NC(C(=O)O)C=CC(C)(C)C)C=C2)C=C1 2-[p-(p-chlorophenoxy)benzoylamino]-5,5-dimethyl-3-hexenoic acid